N[C@H]1CN(CCC1)C=1C(=CC(=NC1)C1=CC(=C(C=C1)F)F)CC1=CN=C2C(=NC=NN21)N (R)-7-((5-(3-aminopiperidin-1-yl)-2-(3,4-difluorophenyl)pyridin-4-yl)methyl)imidazo[2,1-f][1,2,4]triazin-4-amine